FC1=CC=C(C=C1)COC=1C=C(C=CC1[N+](=O)[O-])C1=C(C(NC(=C1)C1=CC=CC=C1)=O)C#N 4-(3-((4-fluorophenyl)methoxy)-4-nitrophenyl)-2-oxo-6-phenyl-1,2-dihydropyridine-3-carbonitrile